7-(trifluoromethyl)-6-[1-(3,3,3-trifluoropropyl)-1H-pyrazol-4-yl]-5H-[1,3]thiazolo[3,2-a]pyrimidin-5-one FC(C=1N=C2N(C(C1C=1C=NN(C1)CCC(F)(F)F)=O)C=CS2)(F)F